(4-(tetrahydro-2H-pyran-4-ylsulfonyl)phenyl)pyrazin-2-amine O1CCC(CC1)S(=O)(=O)C1=CC=C(C=C1)C=1C(=NC=CN1)N